2-(2-Bromothiazol-4-yl)-4-methoxybutanoic acid BrC=1SC=C(N1)C(C(=O)O)CCOC